C1(=CC=CC=C1)C(C)=O 1-phenylethanone